ferric salicylhydroxamate C(C=1C(O)=CC=CC1)(=O)N[O-].[Fe+3].C(C=1C(O)=CC=CC1)(=O)N[O-].C(C=1C(O)=CC=CC1)(=O)N[O-]